FC1=C(C(=CC(=C1)OC[C@@H](C)N1CCCC1)F)[C@H]1N([C@@H](CC2=C1NC1=CC=CC=C21)C)CC(C)(C)F (1R,3R)-1-[2,6-difluoro-4-[(2R)-2-pyrrolidin-1-ylpropoxy]phenyl]-2-(2-fluoro-2-methyl-propyl)-3-methyl-1,3,4,9-tetrahydropyrido[3,4-b]indole